6-(2-bromophenyl)-8-chloro-4H-pyrazolo[1,5-a][1,4]benzodiazepine-2-carboxylic acid BrC1=C(C=CC=C1)C1=NCC=2N(C3=C1C=C(C=C3)Cl)N=C(C2)C(=O)O